C1(CCCCC1)C[C@H](C(=O)N1CC2(CCCC2)C(CC1)(O)CN1C(C2=CC=CC=C2C1)=O)C 2-((7-((R)-3-Cyclohexyl-2-methylpropanoyl)-10-hydroxy-7-azaspiro[4.5]decan-10-yl)methyl)isoindolin-1-one